CC1=C(C=NC(=C1)N1C([C@@H]2C[C@@H]2C1)=O)[C@@H](C)N1N=NC(=C1)C(=O)OCC ethyl 1-((R)-1-(4-methyl-6-((1R,5S)-2-oxo-3-azabicyclo[3.1.0]hexan-3-yl)pyridin-3-yl)ethyl)-1H-1,2,3-triazole-4-carboxylate